C1(C=CC(N1CCN(CCN1C(C=CC1=O)=O)CCN1C(C=CC1=O)=O)=O)=O tri(2-maleimidoethyl)amine